C1(CCCC1)(CCO)CCO cyclopentanediethanol